2-(4-((2-bromo-4-methylthiazol-5-yl)oxy)phenyl)-4-(2,6-difluorobenzyl)-2,4-dihydro-3H-1,2,4-triazol-3-one BrC=1SC(=C(N1)C)OC1=CC=C(C=C1)N1N=CN(C1=O)CC1=C(C=CC=C1F)F